N-(5-((6-((R)-3-(3'-fluoro-[1,1'-biphenyl]-3-yl)-isoxazolidin-2-yl)-pyrimidin-4-yl)-amino)-2-(hexa-hydropyrrolo[1,2-a]pyrazin-2(1H)-yl)-4-methoxy-phenyl)acrylamide FC=1C=C(C=CC1)C1=CC(=CC=C1)[C@@H]1N(OCC1)C1=CC(=NC=N1)NC=1C(=CC(=C(C1)NC(C=C)=O)N1CC2N(CC1)CCC2)OC